FC1=CC=C(C=C1)C1=C(N=C(C2=CC3=C(C=C12)C=NN3)C[C@H](C(=O)O)C)C3CCOCC3 (2R)-3-[5-(4-fluorophenyl)-6-tetrahydropyran-4-yl-1H-pyrazolo[4,3-g]isoquinolin-8-yl]-2-methyl-propionic acid